COC([C@H](CCS)NC(=O)OC(C)(C)C)=O.CC(C)(C)OC(=O)N[C@H](C(=O)OC)CCSCCCC(F)(F)F Methyl (2S)-2-({[(2-methyl-2-propanyl)oxy]carbonyl}amino)-4-[(4,4,4-trifluorobutyl)thio]butanoate methyl-(2S)-4-mercapto-2-({[(2-methyl-2-propanyl)oxy]carbonyl}amino)butanoate